O=C1N(CCC1)C1=CC=C(C=C1)C=1C=C(C=NC1)C1=C2C(=NC=C1)NC(=C2)C(=O)NCC2=CC=NC=C2 4-(5-(4-(2-oxopyrrolidin-1-yl)phenyl)pyridin-3-yl)-N-(pyridin-4-ylmethyl)-1H-pyrrolo[2,3-b]pyridine-2-carboxamide